NC1=C2C(=NC=N1)N(N=C2C2=CC=C(C1=C2OCO1)NC(C1=CC=C(C=C1)NC)=O)[C@H]1CNCCC1 (R)-N-(7-(4-amino-1-(piperidin-3-yl)-1H-pyrazolo[3,4-d]pyrimidin-3-yl)benzo[d][1,3]dioxolan-4-yl)-4-(methylamino)benzamide